C(C)C1=CN=C2N1C=CC=C2C=2C=1N(C(=NC2)NCC2=C(C=CC3=C2CCO3)F)C=NN1 8-(3-ethylimidazo[1,2-a]pyridin-8-yl)-N-((5-fluoro-2,3-dihydrobenzofuran-4-yl)methyl)-[1,2,4]triazolo[4,3-c]pyrimidin-5-amine